C(CC1=CC=CC=C1)NC=1SC(=CN1)C(=O)NN 2-(phenethylamino)thiazole-5-carbohydrazide